C1(CC1)C1=NC=NC(=C1C=1N=CC2=C(N1)C(=CN2)CC2=C(C=C(C=C2)C=2N(C=C(N2)C(F)(F)F)C)C)OC 2-(4-cyclopropyl-6-methoxy-pyrimidin-5-yl)-7-[[2-methyl-4-[1-methyl-4-(trifluoromethyl)imidazol-2-yl]phenyl]methyl]-5H-pyrrolo[3,2-d]pyrimidine